bis(2,6-difluoro-3-(1H-pyrrol-1-yl)-phenyl)Titanium FC1=C(C(=CC=C1N1C=CC=C1)F)[Ti]C1=C(C(=CC=C1F)N1C=CC=C1)F